N(=C=O)C(C)(C)C1(C(C(C(C=C1)S)(S)C(C)(C)N=C=O)S)S 1,3-bis(2-isocyanato-2-propyl)benzenetetrathiol